N,N-didecyl-2-benzothiazolyl-sulfenamide C(CCCCCCCCC)N(SC=1SC2=C(N1)C=CC=C2)CCCCCCCCCC